6-bromo-2-(diethoxymethyl)-N,N-dimethyl-pyrrolo[3,2-c]pyridine-1-sulfonamide BrC1=CC2=C(C=N1)C=C(N2S(=O)(=O)N(C)C)C(OCC)OCC